FC1=C(C=CC=C1F)CN1C(CCC1=O)CC(=O)NCCOC 2-[1-[(2,3-difluorophenyl)methyl]-5-oxopyrrolidin-2-yl]-N-(2-methoxyethyl)acetamid